6-(4-(4-isopropylpiperazin-1-yl)phenyl)-1,2-dimethyl-N-(6-morpholinopyridazin-3-yl)-1H-benzo[d]imidazol-4-amine C(C)(C)N1CCN(CC1)C1=CC=C(C=C1)C=1C=C(C2=C(N(C(=N2)C)C)C1)NC=1N=NC(=CC1)N1CCOCC1